4-(Pyrrolidine-1-carbonyl)benzoic acid [(2R)-3-(1-ethyl-8-oxo-spiro[6,7-dihydro-4H-pyrazolo[3,4-c]azepin-5,4'-tetrahydropyran]-3-yl)-2-methyl-propyl] ester C(C)N1N=C(C2=C1C(NCC1(CCOCC1)C2)=O)C[C@H](COC(C2=CC=C(C=C2)C(=O)N2CCCC2)=O)C